1-(4-chlorophenoxy)-3-iodobenzene ClC1=CC=C(OC2=CC(=CC=C2)I)C=C1